NC=1C2=C(N=CN1)N(C=C2C=2C(=C(C=CC2)NS(=O)(=O)C2=CC=CC=C2)F)C N-[3-(4-amino-7-methyl-7H-pyrrolo[2,3-d]pyrimidin-5-yl)-2-fluoro-phenyl]-benzenesulfonamide